C1(=CC=CC=C1)P(=O)(C1=CC=CC=C1)C1=C(C=CC=C1)[O-].[Li+] Lithium 2-(diphenylphosphoryl)phenolate